C(CCCCCCC)SCC(C(=O)OCCCCCNCCO)C (5-((3-(octylthio)-2-methylpropanoyl)oxy)n-pentyl)(2-hydroxyethyl)amine